(2S)-3-[3-[(3,4-Dichlorophenyl)carbamoylamino]phenyl]-2-[(3R)-pyrrolidin-3-yl]propanoic acid ClC=1C=C(C=CC1Cl)NC(=O)NC=1C=C(C=CC1)C[C@H](C(=O)O)[C@@H]1CNCC1